4-cyano-3'-nitro-[1,1'-biphenyl]-2-carboxylic acid C(#N)C=1C=C(C(=CC1)C1=CC(=CC=C1)[N+](=O)[O-])C(=O)O